2-[4-(aminomethyl)pyridin-2-yl]propan-2-ol NCC1=CC(=NC=C1)C(C)(C)O